C(C)(C)(C)OC(=O)N1C[C@H]2CC[C@@H](C1)C2N=[N+]=[N-] (1R,5S,8S)-8-azido-3-azabicyclo[3.2.1]Octane-3-carboxylic acid tert-butyl ester